N1=NN(C2=NC=CC=C21)C2=CC(=C(C(=O)N([C@H]1CNCCC1)C=1C=C3C(=CN1)N(C=C3)C)C=C2)C (R)-4-(3H-[1,2,3]triazolo[4,5-b]pyridin-3-yl)-2-methyl-N-(1-methyl-1H-pyrrolo[2,3-c]pyridin-5-yl)-N-(piperidin-3-yl)benzamide